1,3-bis(3-amino-α,α-ditrifluoromethylbenzyl)benzene NC=1C=C(C(C(F)(F)F)(C(F)(F)F)C2=CC(=CC=C2)C(C2=CC(=CC=C2)N)(C(F)(F)F)C(F)(F)F)C=CC1